C(C=C)(=O)OC(CCCCCOC1=CC=C(C(=O)O)C=C1)CCCCCC 4-((6-(acryloyloxy)dodecyl)oxy)benzoic acid